4-(4-(((2-(2,6-dioxopiperidin-3-yl)-7-fluoro-1-oxoisoindolin-5-yl)methyl)(methyl)amino)piperidin-1-yl)-N-(4-methyl-3-((4-(pyridin-3-yl)pyrimidin-2-yl)amino)phenyl)benzamide O=C1NC(CCC1N1C(C2=C(C=C(C=C2C1)CN(C1CCN(CC1)C1=CC=C(C(=O)NC2=CC(=C(C=C2)C)NC2=NC=CC(=N2)C=2C=NC=CC2)C=C1)C)F)=O)=O